(S)-5-bromo-2,3-dihydrobenzofuran-3-ol BrC=1C=CC2=C([C@@H](CO2)O)C1